2-(4,4-difluorocycloheptyl)-acetic acid FC1(CCC(CCC1)CC(=O)O)F